9-(4-(3-bromophenyl)-6-phenyl-1,3,5-triazin-2-yl)carbazole BrC=1C=C(C=CC1)C1=NC(=NC(=N1)C1=CC=CC=C1)N1C2=CC=CC=C2C=2C=CC=CC12